N-(4-aminophenyl)-2-phenyl-acetamide NC1=CC=C(C=C1)NC(CC1=CC=CC=C1)=O